1-(3-nitrophenyl)-9H-pyrido[3,4-b]indol-3-amine [N+](=O)([O-])C=1C=C(C=CC1)C1=NC(=CC2=C1NC1=CC=CC=C21)N